4,4'-thiobis(2-chlorophenol) S(C1=CC(=C(C=C1)O)Cl)C1=CC(=C(C=C1)O)Cl